C(CCCCCCCCCCCCCCCCCCCCCCCCCCC)N octacosanamine